C(#N)C=1C(=CC(=NC1)NC(=O)C1=CN(C=2C1=NC(=C(C2)C2=C(C=CC=C2OC)F)C=O)C)NCCOC N-(5-cyano-4-((2-methoxyethyl)amino)pyridin-2-yl)-5-formyl-6-(2-fluoro-6-methoxyphenyl)-1-Methyl-1H-pyrrolo[3,2-b]pyridine-3-carboxamide